CC=1C(CC(C(C1)C)C)CC=O 2-(2,4,5-trimethylcyclohex-2-en-1-yl)-acetaldehyde